3-[(E)-2-(4-methoxyphenyl)vinyl]benzoic acid COC1=CC=C(C=C1)/C=C/C=1C=C(C(=O)O)C=CC1